ethyl 3-(1-ethoxycarbonylethylidene)-2,2-dimethylcyclobutanecarboxylate C(C)OC(=O)C(C)=C1C(C(C1)C(=O)OCC)(C)C